tert-butyl-3-(2,6-bis(benzyloxy)pyridin-3-yl)-6-bromo-1-methyl-1H-indazol C(C)(C)(C)C1=C2C(=NN(C2=CC(=C1)Br)C)C=1C(=NC(=CC1)OCC1=CC=CC=C1)OCC1=CC=CC=C1